hydroxypivalyl hydroxypivalate dicarbamate diacrylate C(C=C)(=O)O.C(C=C)(=O)O.C(N)(O)=O.C(N)(O)=O.OCC(C(=O)OC(C(CO)(C)C)=O)(C)C